3-(1-oxo-5-(((1R,2S)-2-(3-(tetrahydro-2H-pyran-4-yl)azetidin-1-yl)cyclohexyl)oxy)isoindolin-2-yl)piperidine-2,6-dione O=C1N(CC2=CC(=CC=C12)O[C@H]1[C@H](CCCC1)N1CC(C1)C1CCOCC1)C1C(NC(CC1)=O)=O